Methyl 6-(4-(5-amino-3-((4-sulfamoylphenyl)amino)-1H-1,2,4-triazole-1-carboxamido)phenyl)pyrazine-2-carboxylate NC1=NC(=NN1C(=O)NC1=CC=C(C=C1)C1=CN=CC(=N1)C(=O)OC)NC1=CC=C(C=C1)S(N)(=O)=O